(3aR,5r,6aS)-2-(5-bromopyridin-2-yl)-5-methyloctahydrocyclopenta[c]pyrrole-5-carbonitrile BrC=1C=CC(=NC1)N1C[C@@H]2[C@H](C1)CC(C2)(C#N)C